[Ag](Br)I.[Cu].OCC[C@@H]1[C@@H](CC2=CCCN12)CO (2r,3r,7as)-3-(2-hydroxyethyl)-2-(hydroxymethyl)tetrahydro-1H-pyrrolizine Copper-Silver Iodide Bromide